3-(5-bromo-1-benzothiophen-2-yl)-2-[(diphenylmethylidene)amino]propanenitrile BrC=1C=CC2=C(C=C(S2)CC(C#N)N=C(C2=CC=CC=C2)C2=CC=CC=C2)C1